N1C(=NC2=C1C=CC=C2)C2=CC(=NN2C)NC(=O)C=2C=NC(=CC2)N2CCOCC2 N-[5-(1H-benzimidazol-2-yl)-1-methyl-pyrazol-3-yl]-6-morpholino-pyridine-3-carboxamide